4-((1R)-2-{6-[2-(2,6-dichloro-benzyloxy)-ethoxy]-hexylamino}-1-hydroxy-ethyl)-2-hydroxymethyl-phenol ClC1=C(COCCOCCCCCCNC[C@H](O)C2=CC(=C(C=C2)O)CO)C(=CC=C1)Cl